ClC=1C=CC(=C(C1)N1CON(CO1)C(C(=O)NC1=CC(=C(C(=O)NC)C=C1)F)CC1=CC=CC=C1)N1N=NN=C1 4-(2-(4-(5-chloro-2-(1H-tetrazol-1-yl)phenyl)-2,5-dioxapiperazin-1-yl)-3-phenylpropionamido)-2-fluoro-N-methylbenzamide